C(C)(C)(C)OC(=O)N1CCC(CC1)C1=NC=2N(C(=C1)N(C(=O)OC(C)(C)C)CC1=CC(=CC=C1)NC(\C=C\C)=O)N=CC2C(C)C (E)-4-(7-((3-(but-2-Enoylamino)benzyl)(tert-butoxycarbonyl)amino)-3-isopropylpyrazolo[1,5-a]pyrimidin-5-yl)piperidine-1-carboxylic acid tert-butyl ester